6-(3-amino-3-methylbutan-1-yn-1-yl)-4-(6-(6-((6-methoxypyridin-3-yl)methyl)-3,6-diazabicyclo[3.1.1]heptan-3-yl)pyridin-3-yl)pyrazolo[1,5-a]pyridine-3-carbonitrile NC(C#CC=1C=C(C=2N(C1)N=CC2C#N)C=2C=NC(=CC2)N2CC1N(C(C2)C1)CC=1C=NC(=CC1)OC)(C)C